C1(CC1)[C@@H](CC(=O)O)C1=CC(=NC=C1)OCC1CCN(CC1)C1=C2C(CCC2=CC(=C1)OC)=O |r| (±)-3-cyclopropyl-3-(2-((1-(6-methoxy-3-oxo-2,3-dihydro-1H-inden-4-yl)piperidin-4-yl)methoxy)pyridin-4-yl)propionic acid